(3R,5'S)-1'-((S)-2-(2-(tert-butyl)-4-oxo-2,4-dihydro-5H-pyrazolo[4,3-c]pyridin-5-yl)-3-cyclopropylpropionyl)-2-oxospiro[indole-3,3'-pyrrolidine]-5'-carbonitrile C(C)(C)(C)N1N=C2C(C(N(C=C2)[C@H](C(=O)N2C[C@]3(C[C@H]2C#N)C(NC2=CC=CC=C23)=O)CC2CC2)=O)=C1